methyl 7-bromo-5-fluoro-4-oxoisochromane-3-carboxylate BrC1=CC(=C2C(C(OCC2=C1)C(=O)OC)=O)F